Rac-syn-3-(3-dimethylaminomethyl-4-hydroxy-piperidin-4-yl)-benzamide hydrochloride Cl.CN(C)CC1CNCCC1(O)C=1C=C(C(=O)N)C=CC1